ClC=1C(=C(C(=O)O)C=C(C1)C1=NN=C(N1)CCOC)CC chloro-2-ethyl-5-(5-(2-methoxyethyl)-4H-1,2,4-triazol-3-yl)benzoic acid